9,9-bis(6-(2-hydroxyethoxy)-2-naphthyl)-1,8-di(9-phenanthryl)fluorene OCCOC=1C=C2C=CC(=CC2=CC1)C1(C2=C(C=CC=C2C=2C=CC=C(C12)C=1C2=CC=CC=C2C=2C=CC=CC2C1)C=1C2=CC=CC=C2C=2C=CC=CC2C1)C1=CC2=CC=C(C=C2C=C1)OCCO